C1(CC1)C1=CC=C(C2=C1N(C(CO2)=O)CCC)C(=O)O 5-cyclopropyl-3-oxo-4-propyl-2H-1,4-benzoxazine-8-carboxylic acid